C(C)OC(C=N[S@](=O)C(C)(C)C)=O ethyl-2-[(R)-tert-butylsulfinyl]iminoacetate